[(E)-[amino-[3-[2-(1,3-benzothiazol-2-yl)-2-[[3-(thieno[2,3-b]pyrazine-6-carbonylamino)phenyl]sulfonylamino]ethyl]phenyl]methylene]amino] acetate C(C)(=O)O/N=C(\C1=CC(=CC=C1)CC(NS(=O)(=O)C1=CC(=CC=C1)NC(=O)C1=CC=2C(=NC=CN2)S1)C=1SC2=C(N1)C=CC=C2)/N